N-adenosyl-L-homocysteine [C@@H]1([C@H](O)[C@H](O)[C@@H](CN[C@@H](CCS)C(=O)O)O1)N1C=NC=2C(N)=NC=NC12